(R)-3-hydroxy-N,N-dimethyl-4-((2-((2-methyl-4,5,6,7-tetrahydrobenzofuran-7-yl)amino)-3,4-dioxocyclobut-1-en-1-yl)amino)picolinamide OC=1C(=NC=CC1NC1=C(C(C1=O)=O)N[C@@H]1CCCC=2C=C(OC21)C)C(=O)N(C)C